ClC1=C(C=CC=C1Cl)C=1N=CC=C2C=C(C=NC12)C(=O)N 8-(2,3-dichlorophenyl)-1,7-naphthyridine-3-carboxamide